(6-methoxy-1H-indazol-3-yl)(4-(2-(trifluoromethyl)phenyl)piperidin-1-yl)methanone COC1=CC=C2C(=NNC2=C1)C(=O)N1CCC(CC1)C1=C(C=CC=C1)C(F)(F)F